CC1(CN(C=2N(C1)N=CC2)C2=CC=C(C=C2)C(F)(F)F)CN (6-methyl-4-(4-(trifluoromethyl)phenyl)-4,5,6,7-tetrahydropyrazolo[1,5-a]pyrimidin-6-yl)methanamine